4-[(2,6-dioxopiperidin-3-yl)amino]-2-fluorophenoxypiperidine-1-carboxylic acid tert-butyl ester C(C)(C)(C)OC(=O)N1C(CCCC1)OC1=C(C=C(C=C1)NC1C(NC(CC1)=O)=O)F